N-[(1S)-1-[[2-chloro-5-(1-isopropyl-6-oxo-3-pyridyl)phenyl]methyl]-2-[3-hydroxy-4-(3-methyl-1H-pyrazol-4-yl)anilino]-2-oxo-ethyl]-2-methyl-pyrazole-3-carboxamide ClC1=C(C=C(C=C1)C1=CN(C(C=C1)=O)C(C)C)C[C@@H](C(=O)NC1=CC(=C(C=C1)C=1C(=NNC1)C)O)NC(=O)C=1N(N=CC1)C